BrC1=NN(C(=N1)C(CC(C1=C(C=CC(=C1)F)F)O[Si](C)(C)C(C)(C)C)O)C1OCCCC1 1-(3-bromo-1-(tetrahydro-2H-pyran-2-yl)-1H-1,2,4-triazol-5-yl)-3-((tert-butyldimethylsilyl)oxy)-3-(2,5-difluorophenyl)propan-1-ol